FC(C=1SC=2[C@H](N(CCC2N1)C(=O)OC(C)(C)C)C)F (R)-tert-butyl 2-(difluoromethyl)-4-methyl-6,7-dihydrothiazolo[5,4-c]pyridine-5(4H)-carboxylate